[N+](=O)([O-])C1=CC=C(C=C1)[Sb](O)(O)=O (4-nitrophenyl)stibonic acid